sodium (S)-3-(3-(2-(difluoromethoxy)benzyl)phenyl)-3-(3-(1-methyl-4-oxido-2-oxo-1,2-dihydro pyridin-3-yl)ureido)propanoate FC(OC1=C(CC=2C=C(C=CC2)[C@H](CC(=O)[O-])NC(=O)NC=2C(N(C=CC2[O-])C)=O)C=CC=C1)F.[Na+].[Na+]